3-methoxy-4-hydroxyphenylethanediol COC=1C=C(C=CC1O)C(C)(O)O